2-phenylethynylcopper C1(=CC=CC=C1)C#C[Cu]